(S)-tert-butyl-4-((cis)-4-(4-amino-3-iodo-1H-pyrazolo[3,4-d]pyrimidin-1-yl) cyclohexyl)-2-methylpiperazine-1-carboxylate C(C)(C)(C)OC(=O)N1[C@H](CN(CC1)[C@@H]1CC[C@@H](CC1)N1N=C(C=2C1=NC=NC2N)I)C